4-morpholino-N-[4-(3-pyridyl)thiazol-2-yl]benzamide (2-chlorophenyl)methylphosphonate ClC1=C(C=CC=C1)CP(O)(O)=O.O1CCN(CC1)C1=CC=C(C(=O)NC=2SC=C(N2)C=2C=NC=CC2)C=C1